CN1C(N(CC1)C)=O 1,3-dimethylimidazolin-2-one